BrC1=C(C(=C(S1)NC(=O)NOC(C(=O)OC(C)(C)C)(C)C)C(=O)OCC)C ethyl 5-bromo-2-(3-((1-(tert-butoxy)-2-methyl-1-oxopropan-2-yl) oxy) ureido)-4-methylthiophene-3-carboxylate